1,1-difluoro-3-(1,2,4-triazol-1-yl)propan-2-ol FC(C(CN1N=CN=C1)O)F